tri(isopropyl)silane C(C)(C)[SiH](C(C)C)C(C)C